N-(1-(4-(trifluoromethyl)benzyl)-1,2,3,4-tetrahydroquinolin-3-yl)acrylamide FC(C1=CC=C(CN2CC(CC3=CC=CC=C23)NC(C=C)=O)C=C1)(F)F